tert-butyl (S)-2-((2S,3S)-2,3-bis(1-hydroxy-4-(trifluoromethyl)-1,3-dihydrobenzo[c][1,2]oxaborole-6-carboxamido)butanamido)-6-(2,5-dioxopyrrolidin-1-yl)-5-oxohexanoate OB1OCC2=C1C=C(C=C2C(F)(F)F)C(=O)N[C@H](C(=O)N[C@H](C(=O)OC(C)(C)C)CCC(CN2C(CCC2=O)=O)=O)[C@H](C)NC(=O)C=2C=C(C1=C(B(OC1)O)C2)C(F)(F)F